(-)-dip-toluoyl-L-tartaric acid C1(=CC=C(C=C1)C(=O)[C@]([C@](C(=O)O)(O)C(=O)C1=CC=C(C=C1)C)(O)C(=O)O)C